FC1=C2C(CC(C2=C(C=C1)F)=O)=O 4,7-difluoro-1H-indene-1,3(2H)-dione